(R)-N-(6-(3-(2-ethoxyphenoxy)piperidin-1-yl)pyrazin-2-yl)-3-methoxybenzamide C(C)OC1=C(O[C@H]2CN(CCC2)C2=CN=CC(=N2)NC(C2=CC(=CC=C2)OC)=O)C=CC=C1